C(=C)[SiH2]C(Cl)Cl vinyl-(dichloro)methylsilane